C1(=CC=CC=C1)C1C(C(C(C1C1=CC=CC=C1)C1=CC=CC=C1)C1=CC=CC=C1)C1=CC=CC=C1 (2,3,4,5-tetraphenylcyclopentyl)benzene